(3,3,3-trifluoropropyl)trimethyloxysilane FC(CC[Si](OC)(OC)OC)(F)F